4-[1-(4-Fluoro-benzyl)-1H-[1,2,3]triazol-4-yl]-piperidine dihydrochloride Cl.Cl.FC1=CC=C(CN2N=NC(=C2)C2CCNCC2)C=C1